6H-naphthalene C1=CC=CC=2CCC=CC12